oct-3-yn-1-yl 8-((6-((4,4-bis(((Z)-oct-5-en-1-yl)oxy)butanoyl)oxy)hexyl)(2-hydroxyethyl)amino)octanoate C(CCC\C=C/CC)OC(CCC(=O)OCCCCCCN(CCCCCCCC(=O)OCCC#CCCCC)CCO)OCCCC\C=C/CC